(2S,3R,4S,5R)-5-(furan-2-yl)-2,4-dimethyl-4-nitro-3-phenylpyrrolidine-2-carboxylic acid methyl ester COC(=O)[C@]1(N[C@H]([C@]([C@@H]1C1=CC=CC=C1)([N+](=O)[O-])C)C=1OC=CC1)C